FC1=CC=C(C=C1)C1=N[Se]C2=C1C=CC=C2 (4-fluorophenyl)benzo[d][1,2]selenazole